ClC=1C=C2C(=CN1)NC(=C2)C(=O)N[C@H](C(=O)N[C@@H](C[C@H]2C(NCCC2)=O)C#N)CC2CC2 5-chloro-N-[(1S)-2-[[(1S)-1-cyano-2-[(3S)-2-oxo-3-piperidyl]ethyl]amino]-1-(cyclopropylmethyl)-2-oxo-ethyl]-1H-pyrrolo[2,3-c]pyridine-2-carboxamide